(3S)-4-(3-methoxyphenyl)-3-methylbutanoic acid COC=1C=C(C=CC1)C[C@@H](CC(=O)O)C